C(C1=CC=CC=C1)OC1=C2N=CN(C2=NC(=N1)N1CCOCC1)N 6-(benzyloxy)-2-morpholino-9H-purin-9-amine